BrC=1C(=C2C(=NC1)NC(=N2)C2=CC=C(C=C2)N2CCN(CC2)CCNC2=CC=NN2C)NC2CC(N(C(C2)(C)C)C)(C)C 6-Bromo-2-[4-(4-{2-[(1-methyl-1H-pyrazol-5-yl)amino]ethyl}piperazin-1-yl)phenyl]-N-(1,2,2,6,6-pentamethylpiperidin-4-yl)-3H-imidazo[4,5-b]pyridin-7-amine